COC(=O)C1=CN(C2=CC=C(C=C12)NC(C=C)=O)CC1=CC(=CC=C1)C(F)(F)F.COCC1=CN(C2=CC=C(C=C12)NC(C=C)=O)CC1=CC(=CC=C1)C(F)(F)F N-(3-(methoxymethyl)-1-(3-(trifluoromethyl)benzyl)-1H-indol-5-yl)acrylamide methyl-5-acrylamido-1-(3-(trifluoromethyl)benzyl)-1H-indole-3-carboxylate